(2R,3R,4R,5S)-2-(hydroxymethyl)-1-((1-(4-(trifluoromethyl)phenyl)piperidin-4-yl)methyl)piperidine-3,4,5-triol OC[C@H]1N(C[C@@H]([C@H]([C@@H]1O)O)O)CC1CCN(CC1)C1=CC=C(C=C1)C(F)(F)F